BrC1=CC=2C(C3=CC=CC=C3C2C=C1)=C(C#N)C#N 2-(2-bromo-9H-fluorene-9-ylidene)malononitrile